(3S)-4-(dimethylamino)-3-(methylamino)-4-oxobutanoate CN(C([C@H](CC(=O)[O-])NC)=O)C